[O].C1(=CC=CC=C1)O phenol compound with oxygen